[Na].C1(=CC=CC=C1)S(=O)(=O)OCCCCCCCCCCCC.[Na] sodium dodecyl benzenesulfonate sodium